2,5-dimethyl-2,5-bis(t-butylperoxy)-3-hexyne CC(C)(C#CC(C)(OOC(C)(C)C)C)OOC(C)(C)C